(4-((4-(ethylamino)-3-(trifluoromethyl)-1H-pyrrolo[2,3-b]pyridin-6-yl)amino)-3-methoxyphenyl)(4-morpholinopiperidin-1-yl)methanone C(C)NC1=C2C(=NC(=C1)NC1=C(C=C(C=C1)C(=O)N1CCC(CC1)N1CCOCC1)OC)NC=C2C(F)(F)F